ClC=1C=C2C=C(NC2=CC1)C=1C(=NOC1C)C 5-chloro-(3,5-dimethylisoxazole-4-yl)-indole